COCCOC1=CC=C(C=C1)N1CCN(CC1)CCN(C1=CC=2N(C(=N1)N)N=C(N2)C=2OC=CN2)C N7-(2-{4-[4-(2-Methoxyethoxy)phenyl]piperazin-1-yl}ethyl)-N7-methyl-2-(1,3-oxazol-2-yl)[1,2,4]triazolo[1,5-c]pyrimidine-5,7-diamine